CSC(C(=O)N1CSCC1C=1NC(=CN1)C1=CC=C(C=C1)C)C 2-(methylthio)-1-(4-(5-(p-tolyl)imidazol-2-yl)thiazolidin-3-yl)propan-1-one